(R)-2-(3-((4-amino-5,7-dimethylpyrido[2,3-d]pyrimidin-2-yl)amino)pyrrolidin-1-yl)ethan-1-ol NC=1C2=C(N=C(N1)N[C@H]1CN(CC1)CCO)N=C(C=C2C)C